8-Methyl-2-{[(2S)-4-methylmorpholin-2-yl]methyl}-N-[(2S)-tetrahydrofuran-2-ylmethyl]-4,5-dihydro-2H-furo[2,3-g]indazol-7-carboxamid CC1=C(OC=2CCC3=CN(N=C3C21)C[C@@H]2CN(CCO2)C)C(=O)NC[C@H]2OCCC2